ClC=1C=CC(=C2CCC(NC12)=O)OC 8-chloro-5-methoxy-3,4-dihydro-1H-quinolin-2-one